FC1=C2CN=C(NC2=CC=C1)SCCCCN1CCCC1 5-fluoro-2-((4-(pyrrolidin-1-yl)butyl)thio)-1,4-dihydroquinazoline